C(\C=C\C)(=O)Cl trans-2-butenoyl chloride